FC=1C=2N(C=C(C1)C=1C=CN3N=C(N=C(C31)OC)NC3CCC(CC3)(O)C)C=CN2 (1r,4r)-4-((5-(8-Fluoroimidazo[1,2-a]pyridin-6-yl)-4-methoxypyrrolo[2,1-f][1,2,4]triazin-2-yl)amino)-1-methylcyclohexan-1-ol